1-{6-[3-(dimethylamino)azetidin-1-yl]Pyridin-3-yl}-6-fluoro-4-oxo-1,4-dihydroquinoline-3-carboxylic acid CN(C1CN(C1)C1=CC=C(C=N1)N1C=C(C(C2=CC(=CC=C12)F)=O)C(=O)O)C